5-{1-fluoro-3,6-dihydroxy-7-[2-(oxolan-3-yl)ethoxy]naphthalen-2-yl}-1λ6,2,5-thiadiazolidine-1,1,3-trione FC1=C(C(=CC2=CC(=C(C=C12)OCCC1COCC1)O)O)N1CC(NS1(=O)=O)=O